Cl.C1=NC(=CC=2CCNCC12)C(=O)OC methyl 5,6,7,8-tetrahydro-2,7-naphthyridine-3-carboxylate hydrochloride